N-(5-(4-((2-(difluoromethyl)-5-fluoro-3-oxo-3,4-dihydroquinolin-6-yl)methyl)piperazin-1-yl)-6-fluoropyridin-2-yl)-1-methyl-1H-pyrazole-4-carboxamide FC(C1=NC2=CC=C(C(=C2CC1=O)F)CN1CCN(CC1)C=1C=CC(=NC1F)NC(=O)C=1C=NN(C1)C)F